6,6-Dimethyl-3-pentyl-7,12b-dihydro-6aH-chromeno[3,4-c]chromen-1-ol CC1(OC=2C=C(C=C(C2C2C1COC=1C=CC=CC21)O)CCCCC)C